7-Benzyloxy-2,3-dihydro-benzo[1,4]dioxine-2-carboxylic acid (2-oxo-1,2-dihydro-pyridin-4-ylmethyl)-amide O=C1NC=CC(=C1)CNC(=O)C1COC2=C(O1)C=C(C=C2)OCC2=CC=CC=C2